(E)-(2-bromo-1-chloro-2-iodovinyl)benzene Br\C(=C(/Cl)\C1=CC=CC=C1)\I